N-(1-(1-(1-acetylpiperidin-4-yl)azetidin-3-yl)-3-(difluoromethyl)-1H-pyrazol-4-yl)-6-(1H-pyrazol-4-yl)-2-pyridineamide C(C)(=O)N1CCC(CC1)N1CC(C1)N1N=C(C(=C1)NC(=O)C1=NC(=CC=C1)C=1C=NNC1)C(F)F